C(CCCCCCC\C=C/C\C=C/CCCCC)C(CCCCCCCC\C=C/C\C=C/CCCCC)OC(CCCN(C)C)=O 4-(N,N-dimethylamino)butyric acid (dilinoleyl)methyl ester